FC=1C=C(C=NC1OC=1C2=C(N=CN1)C=C(C(=N2)OC)OCCOC)NC(=O)C2(CC2)C(=O)NC2=CC=C(C=C2)F 1-N'-[5-fluoro-6-[6-methoxy-7-(2-methoxyethoxy)pyrido[3,2-d]pyrimidin-4-yl]oxypyridin-3-yl]-1-N-(4-fluorophenyl)cyclopropane-1,1-dicarboxamide